FC=1C=C(N2N=C(N=CC21)N[C@H]2[C@@H](COCC2)O)C2=CC=C(C=N2)P(C)(C)=O (6-(5-fluoro-2-(((3S,4R)-3-hydroxytetrahydro-2H-pyran-4-yl)amino)pyrrolo[2,1-f][1,2,4]triazin-7-yl)pyridin-3-yl)dimethylphosphine oxide